(E)-3-(2,5-difluoro-4-nitrophenyl)acrylonitrile FC1=C(C=C(C(=C1)[N+](=O)[O-])F)/C=C/C#N